OC1=CC=C2[C@H]([C@H](OCC2=C1)C1=CC=C(C=C1)C)C1=CC=C(C=C1)N1CCC(CC1)CN1CCN(CC1)C=1C=C2CN(C(C2=CC1)=O)[C@@H]1C(NC(CC1)=O)=O (S)-3-(5-(4-((1-(4-((3S,4R)-7-hydroxy-3-(p-tolyl)isochroman-4-yl)phenyl)piperidin-4-yl)methyl)piperazin-1-yl)-1-oxoisoindolin-2-yl)piperidine-2,6-dione